tetrachloroiron (III) sodium [Na+].Cl[Fe-](Cl)(Cl)Cl